ClC1=NN2C(N=CC3=C2[C@@](CN3C(=O)NC3=NC=C(C(=C3)NC)N3N=CC=N3)(C(F)(F)F)C)=C1 (R)-2-chloro-8-methyl-N-(4-(methylamino)-5-(2H-1,2,3-triazol-2-yl)pyridin-2-yl)-8-(trifluoromethyl)-7,8-dihydro-6H-pyrazolo[1,5-a]pyrrolo[2,3-e]pyrimidine-6-carboxamide